C1(CC1)C=1C=CC=C2C(=CN(C12)C)NC(OCC1=CC=CC=C1)=O Benzyl 7-cyclopropyl-1-methyl-1H-indol-3-ylcarbamate